C1(=CC=CC2=CC=CC=C12)NC(CC(=O)O)=O 3-(naphthalen-1-ylamino)-3-oxopropionic acid